tert-butyl (2-(bromomethyl)-3-fluoroallyl)carbamate BrCC(CNC(OC(C)(C)C)=O)=CF